FC(C1=C(C=C(C=N1)C1=NC(C(C2=CC=CC=C12)(F)F)(C)C)OC)F 1-(6-(difluoromethyl)-5-methoxypyridin-3-yl)-4,4-difluoro-3,3-dimethyl-3,4-dihydroisoquinoline